tert-Butyl (11-chloro-7-isopropyl-2-oxo-7,8-dihydro-2H-[3]benzoxocino[5,6-c]pyridin-3(5H)-yl)acetate ClC=1C=CC2=C(C1)C=1C(=CN(C(C1)=O)CC(=O)OC(C)(C)C)COC(C2)C(C)C